C(C)(C)(C)C1=NOC(=N1)C(=O)N[C@H](C)C1=C(C=C(C=C1)C1=NC=NC(=C1)NC1=NC=C(C=C1)N1[C@H](CNCC1)CC)C 3-(tert-butyl)-N-((R)-1-(4-(6-((5-((S)-2-ethylpiperazin-1-yl)pyridin-2-yl)amino)pyrimidin-4-yl)-2-methylphenyl)ethyl)-1,2,4-oxadiazole-5-carboxamide